8-methylnonanoic acid CC(CCCCCCC(=O)O)C